O[C@@H](CNC(OC(C)(C)C)=O)C (R)-tert-Butyl 2-hydroxypropylcarbamate